C(C(C)C)C1=CC(=C(C=C1)CCC=[N+](CC=C(C)C)[O-])C 3-(4-isobutyl-2-methylphenyl)-N-(3-methylbut-2-en-1-yl)propan-1-imine oxide